3-((1r,4r)-4-(difluoromethoxy)cyclohexyl)-1-methyl-N-(7-methyl-[1,2,4]triazolo[1,5-a]pyridin-6-yl)-1H-pyrazolo[4,3-d]pyrimidin-5-amine FC(OC1CCC(CC1)C1=NN(C2=C1N=C(N=C2)NC=2C(=CC=1N(C2)N=CN1)C)C)F